tert-butyl (2S,5R)-4-(3-((((E)-amino(cyclopropyl) methylene)amino)oxy)-1-(4-fluorophenyl)-3-oxopropyl)-2,5-dimethylpiperazine-1-carboxylate N\C(\C1CC1)=N\OC(CC(C1=CC=C(C=C1)F)N1C[C@@H](N(C[C@H]1C)C(=O)OC(C)(C)C)C)=O